2-bromo-N1,N1-di(isoquinolin-6-yl)-N3,N3-diphenylbenzene-1,3-diamine BrC1=C(C=CC=C1N(C1=CC=CC=C1)C1=CC=CC=C1)N(C=1C=C2C=CN=CC2=CC1)C=1C=C2C=CN=CC2=CC1